2-(4-isopropyl-3-methoxyphenyl)-6,6-dimethyl-5,6,7,8-tetrahydroquinazoline C(C)(C)C1=C(C=C(C=C1)C1=NC=2CCC(CC2C=N1)(C)C)OC